2'-bromo-5'-fluoro-3,4-dihydroxy-5-methoxy-[1,1'-biphenyl]-2-Formaldehyde BrC1=C(C=C(C=C1)F)C=1C(=C(C(=C(C1)OC)O)O)C=O